5-((2-carboxyethyl)amino)-2-fluoro-4-methylbenzoic acid C(=O)(O)CCNC=1C(=CC(=C(C(=O)O)C1)F)C